CC1=CN(C2=NC=C(C=C21)NC(C=C)=O)CC=2SC(=CC2)C(F)(F)F N-(3-methyl-1-((5-(trifluoromethyl)thiophen-2-yl)methyl)-1H-pyrrolo[2,3-b]pyridin-5-yl)acrylamide